(3,4-dihydroxy-5-nitrophenyl)-(4-methylphenyl)-methanone OC=1C=C(C=C(C1O)[N+](=O)[O-])C(=O)C1=CC=C(C=C1)C